N-(2-hydroxy-3-{9-methyl-1H,2H,3H,4H,9H-pyrido[3,4-b]indol-2-yl}propyl)-4-({3-oxa-8-azabicyclo[3.2.1]octan-8-yl}carbonyl)benzamide OC(CNC(C1=CC=C(C=C1)C(=O)N1C2COCC1CC2)=O)CN2CC=1N(C3=CC=CC=C3C1CC2)C